FC(OC1=CC(=C(C=N1)OCC(C#N)(C)C)C1=CC=2N(C=C1)N=C(C2)NC2=NC=C(N=C2)C(C)(C)O)F 3-[[6-(difluoromethoxy)-4-[2-[[5-(1-hydroxy-1-methyl-ethyl)pyrazin-2-yl]amino]pyrazolo[1,5-a]pyridin-5-yl]-3-pyridyl]oxy]-2,2-dimethyl-propanenitrile